6-(4-methoxyphenyl)-7-deazapurine COC1=CC=C(C=C1)C1=C2CC=NC2=NC=N1